1-(2-(difluoromethyl)-3-((4-bromophenyl)sulfonyl)phenyl)piperazine FC(C1=C(C=CC=C1S(=O)(=O)C1=CC=C(C=C1)Br)N1CCNCC1)F